6-chloro-3-(2,3-dichlorophenyl)-2-(difluoromethyl)-3,4-dihydropyrimidin-4-one ClC1=CC(N(C(=N1)C(F)F)C1=C(C(=CC=C1)Cl)Cl)=O